2'-oxo-spiro[cyclohexane-1,3'-pyrrolo[3,2-b]pyridine]-1',5'-dicarboxylate O=C1C2(C3=NC(=CC=C3N1C(=O)[O-])C(=O)[O-])CCCCC2